OC(CC(C(=O)O)CCCCCC)C.C(C(C)O)O propylene glycol (2-hydroxypropyl octanoate)